N-(4,4-difluorocyclohexyl)-1-((R)-N,4-dimethylphenylsulfonimidoyl)-4-methyl-N-(4-methylbenzyl)pyrrolidine-2-carboxamide FC1(CCC(CC1)N(C(=O)C1N(CC(C1)C)[S@](=O)(=NC)C1=CC=C(C=C1)C)CC1=CC=C(C=C1)C)F